ClC1=C2C(=NC=C1C#CC1=CC(=CC(=C1)Cl)Cl)NC=C2 4-chloro-5-((3,5-dichlorophenyl)ethynyl)-1H-pyrrolo[2,3-b]Pyridine